FC(C(=O)[O-])(F)F.C(=O)(O)C1=CC=C(C=N1)C#CC1=C(C=CC=C1)C(=O)N=CC=1C=C2C=CC=[NH+]C2=CC1 6-[({2-[2-(6-carboxypyridin-3-yl)ethynyl]phenyl}-(formyl)imino)methyl]quinolin-1-ium trifluoroacetate